CN1OC([C@H]2[C@H]1[C@H](C[C@](C2)(C2=CC=CC=C2)C)C)(C)C |r| rac-(3aR,5R,7S,7aR)-1,3,3,5,7-pentamethyl-5-phenyloctahydro-benzo[c]isoxazole